NC1=C2C(N(C(C2=CC=C1)=O)C1C(N(C(CC1)=O)C)=O)=O 4-amino-2-(1-methyl-2,6-dioxopiperidin-3-yl)isoindoline-1,3-dione